ClC1=CC(=NC=C1)C1=NN=C(S1)C1=NN(C(C=C1)=O)CC(=O)NCC 2-(3-(5-(4-chloropyridin-2-yl)-1,3,4-thiadiazol-2-yl)-6-oxopyridazin-1(6H)-yl)-N-ethylacetamide